NCCOCCOCCN1CCN(CC1)C=1C=C2C(N(C(C2=CC1)=O)C1C(NC(CC1)=O)=O)=O 5-[4-[2-[2-(2-Aminoethoxy)ethoxy]ethyl]piperazin-1-yl]-2-(2,6-dioxo-3-piperidyl)isoindoline-1,3-dione